NC1=NC2=CC(=CC=C2C(N1)=O)C1=CC=NN1C1OCCCC1 2-amino-7-(1-(tetrahydro-2H-pyran-2-yl)-1H-pyrazol-5-yl)quinazolin-4(3H)-one